Cl.N(C(=N)N)C(CO)C 2-Guanidino-1-propanol hydrochloride